[Ti+2].C=C1C2=C(C=3C(C=CC3C3=C1C=CC=C3)C[Si](=O)N(C(C)(C)C)C)C=CC=C2 (8-methylene-1,8-dihydrodibenzo[e,h]azulen-1-yl)-N-(1,1-dimethylethyl)dimethylsilanamide titanium (II)